NC1=NN(C=C1)C1=CC=C(C=C1)C(C)=O 1-[4-(3-aminopyrazol-1-yl)phenyl]ethanone